ClC=1C=C(C=CC1)N(C(C(=O)NC1=NC=NC(=C1)NCC=1N=C2N(C=C(C=C2)C2CC2)C1)C)C 2-((3-chlorophenyl)(methyl)amino)-N-(6-(((6-cyclopropylimidazo[1,2-a]pyridin-2-yl)methyl)amino)pyrimidin-4-yl)propanamide